[Cl-].[Cl-].C(C)C1(C=CC=C1)[Zr+2]C1=C(C=CC=2C3=CC=C(C=C3CC12)C(C)(C)C)C(C)(C)C (ethyl-cyclopentadienyl)(2,7-di-tert-butylfluorenyl)zirconium dichloride